(3-chloro-4-(trifluoromethoxy)phenyl)-1-(1-methyl-1H-imidazol-2-yl)-1-phenylmethanimine ClC=1C=C(C=CC1OC(F)(F)F)N=C(C1=CC=CC=C1)C=1N(C=CN1)C